BrC1=C(C=CC(=C1)F)C1OCC(CC1)=C 2-(2-bromo-4-fluorophenyl)-5-methylenetetrahydro-2H-pyran